Methyl (1S,3S)-3-((6-(5-(3-hydroxyguanidino)-1-methyl-1H-1,2,3-triazol-4-yl)-2-methylpyridin-3-yl)oxy)cyclohexane-1-carboxylate ONC(NC1=C(N=NN1C)C1=CC=C(C(=N1)C)O[C@@H]1C[C@H](CCC1)C(=O)OC)=N